C(C)OC[SiH2]O[SiH2]O[SiH2]COCC 1,5-diethoxymethyltrisiloxane